6-(phenoxycarbonyl)-2,2-diphenylbenzo[d][1,3]dioxol-4-yl 2,2-diphenylbenzo[d][1,3]dioxol-5-carboxylate C1(=CC=CC=C1)C1(OC2=C(O1)C=CC(=C2)C(=O)OC2=CC(=CC=1OC(OC12)(C1=CC=CC=C1)C1=CC=CC=C1)C(=O)OC1=CC=CC=C1)C1=CC=CC=C1